4-bromo-2-ethyl-4'-pentylbiphenyl BrC1=CC(=C(C=C1)C1=CC=C(C=C1)CCCCC)CC